CN1CCN(CC1)C1=C(C=C(C=C1)[N+](=O)[O-])NC1=NC=NC2=CC=CC=C12 N-(2-(4-methylpiperazin-1-yl)-5-nitrophenyl)quinazolin-4-amine